dodecaneAt C(CCCCCCCCCCC)(=O)[O-]